3,5-dimethyl-4-methoxycarbonylethyl-2-pyrrol-aldehyde CC1=C(NC(=C1CCC(=O)OC)C)C=O